methyl 5-(2,2-difluorocyclopropyl)isoxazole-3-carboxylate FC1(C(C1)C1=CC(=NO1)C(=O)OC)F